C(#N)C=1C=CC2=C(N=C(S2)CNC(=O)C2(CC3=CC=CC=C3C2)CC(=O)O)C1 2-[2-[(5-cyano-1,3-benzothiazol-2-yl)methylcarbamoyl]indan-2-yl]acetic Acid